Cl.CN[C@@H]1COCCC1 (3S)-N-methyloxan-3-amine hydrochloride